6-(benzyloxy)-7-formyl-2,3-dihydro-1-benzofuran-2-carboxylic acid C(C1=CC=CC=C1)OC1=C(C2=C(CC(O2)C(=O)O)C=C1)C=O